5-(3-methylbut-3-en-1-yn-1-yl)-1,3-dioxane CC(C#CC1COCOC1)=C